N-(3-((5-(4-((dimethylamino)methyl)-3-fluorophenyl)-2-((1-methyl-1H-pyrazol-4-yl)amino)pyrimidin-4-yl)amino)-4-fluorophenyl)acrylamide CN(C)CC1=C(C=C(C=C1)C=1C(=NC(=NC1)NC=1C=NN(C1)C)NC=1C=C(C=CC1F)NC(C=C)=O)F